N-(2-Amino-1-(5-(hydroxymethyl)thiazol-2-yl)ethyl)-5-(5-chloropyridin-2-yl)-3-methyl-1H-pyrrole-2-carboxamide NCC(C=1SC(=CN1)CO)NC(=O)C=1NC(=CC1C)C1=NC=C(C=C1)Cl